1-Methyl-4-propylpyridinium fluorid [F-].C[N+]1=CC=C(C=C1)CCC